CNC=1N=CC(=C2C=C(N=CC12)NC(=O)C1CC1)C1=NN2C(C=CC(=C2)OC(F)(F)F)=N1 N-(8-(methylamino)-5-(6-(trifluoromethoxy)-[1,2,4]triazolo[1,5-a]pyridin-2-yl)-2,7-naphthyridin-3-yl)cyclopropanecarboxamide